C1(CC1)N1C(=NN=C1)C1=CC=CC(=N1)N1C(C2=CC=C(C=C2C1)C(=O)N1CCC(CC1)O)=O 2-(6-(4-cyclopropyl-4H-1,2,4-triazol-3-yl)pyridin-2-yl)-5-(4-hydroxypiperidine-1-carbonyl)isoindolin-1-one